ethyl Nα-(L-methionyl)-1-methyl-D-tryptophanate hydrochloride Cl.N[C@@H](CCSC)C(=O)N[C@H](CC1=CN(C2=CC=CC=C12)C)C(=O)OCC